C(C)(C)(C)OC(=O)N1CCC(CC1)C1=CC2=NN(C=C2S1)C=1C=C(C=2N(C1)C=C(N2)C)F.FC2=C(C(=C(C(=C2[B-](C2=C(C(=C(C(=C2F)F)F)F)F)(C2=C(C(=C(C(=C2F)F)F)F)F)C2=C(C(=C(C(=C2F)F)F)F)F)F)F)F)F.C[NH+](C2=C(C=C(C=C2C)C)C)C N,N-dimethyl-2,4,6-trimethylanilinium tetra(pentafluorophenyl)borate tert-butyl-4-(2-{8-fluoro-2-methylimidazo[1,2-a]pyridin-6-yl}thieno[3,2-c]pyrazol-5-yl)piperidine-1-carboxylate